C(C)(=O)N1C(C(C2=CC(=CC=C12)Br)=C(O)C1=CC(=CC=C1)O[Si](C)(C)C(C)(C)C)=O 1-acetyl-5-bromo-3-((3-((tert-butyldimethylsilyl)oxy)phenyl)(hydroxy)methylene)indolin-2-one